(ethyl)(methyl)-lambda6-Sulfanone C(C)[SH2](=O)C